(S)-2-((4-(6-((2-(difluoromethyl)-4-(oxetan-3-yl)benzyl)oxy)pyridine-2-yl)piperidin-1-yl)methyl)-1-(oxetane-2-ylmethyl)-1H-benzo[d]imidazole-6-carboxylic acid FC(C1=C(COC2=CC=CC(=N2)C2CCN(CC2)CC2=NC3=C(N2C[C@H]2OCC2)C=C(C=C3)C(=O)O)C=CC(=C1)C1COC1)F